3-(Pentafluorothio)phenol C1=CC(=CC(=C1)S(F)(F)(F)(F)F)O